C(N)(OCCCCCCCCCCCCCCCCCCCCCCCCCCCCCC)=O triacontyl carbamate